2-Methyl-4H-3,1-benzoxathiine CC1SC2=C(CO1)C=CC=C2